N-(5-hydroxypyridin-2-yl)-4-[6-(trifluoromethyl)pyridin-2-yl]piperazine-1-carboxamide OC=1C=CC(=NC1)NC(=O)N1CCN(CC1)C1=NC(=CC=C1)C(F)(F)F